C(=O)(OC(C)(C)C)C=1NC2=CC=CC=C2C1C1=CC(=C(C=C1)O)C Boc-3-(4-Hydroxy-3-methylphenyl)-indole